4-ethoxy-2-(ethyl(piperidin-4-yl)amino)-N-(2-methylpyrazolo[1,5-a]pyridin-5-yl)pyrimidine-5-carboxamide formate C(=O)O.C(C)OC1=NC(=NC=C1C(=O)NC1=CC=2N(C=C1)N=C(C2)C)N(C2CCNCC2)CC